ClC1=CC=C(C(=N1)C(=O)O)N[C@H](C)C1=C2N=C(C(=NC2=CC(=C1)C)C#N)N1CC2=NC=CC=C2C1 (R)-6-chloro-3-((1-(2-cyano-3-(5,7-dihydro-6H-pyrrolo[3,4-b]pyridin-6-yl)-7-methylquinoxalin-5-yl)ethyl)amino)picolinic acid